C1C(CC2=CC=CC=C12)C=O 2,3-dihydro-1H-indene-2-carbaldehyde